6'-fluoro-5-(trifluoromethoxy)-1'H-1,2'-bibenzo[d]imidazole FC=1C=CC2=C(NC(=N2)N2C=NC3=C2C=CC(=C3)OC(F)(F)F)C1